4-(3-((8-methoxy-2-(6-methoxypyridin-3-yl)-2,3-dihydrobenzo[b][1,4]dioxin-6-yl)methyl)pyrazolo[1,5-a]pyrimidin-6-yl)morpholine COC1=CC(=CC2=C1OC(CO2)C=2C=NC(=CC2)OC)CC=2C=NN1C2N=CC(=C1)N1CCOCC1